vinylacetoacetate C(=C)CC(CC(=O)[O-])=O